ClC1=CSC2=C1NC(=C2)C(=O)N2[C@@H]1CC([C@H]([C@H]2C(=O)N[C@@H](C[C@@H]2C(NCCC2)=O)C#N)CC1)(F)F (1S,3S,4S)-2-(3-chloro-4H-thieno[3,2-b]pyrrole-5-carbonyl)-N-[(1S)-1-cyano-2-[(3R)-2-oxo-3-piperidyl]ethyl]-5,5-difluoro-2-azabicyclo[2.2.2]octane-3-carboxamide